(2RS)-2-(6-bromoindazol-2-yl)-2-(5-fluoro-2-methoxy-phenyl)-N-thiazol-2-yl-acetamide BrC=1C=CC2=CN(N=C2C1)[C@@H](C(=O)NC=1SC=CN1)C1=C(C=CC(=C1)F)OC |r|